Isopropyl 2-(benzo[c][1,2,5]thiadiazole-4-sulfonamido)-4,5-dimethylthiophene-3-carboxylate N=1SN=C2C1C=CC=C2S(=O)(=O)NC=2SC(=C(C2C(=O)OC(C)C)C)C